FC=1C=C(C=C(C1)F)CC(C=1NC(C2=C(N1)N=CC=C2)=O)NC(OC(C)(C)C)=O tert-butyl (2-(3,5-difluorophenyl)-1-(4-oxo-3,4-dihydropyrido[2,3-d]pyrimidin-2-yl)ethyl)carbamate